C(C)(=O)OC[C@H]1O[C@H]([C@@H](C1)OC(C)=O)N1C2=NC(=NC=C2N(C1=O)CC1(CC1)C(F)(F)F)N ((2S,4R,5R)-4-acetoxy-5-(2-amino-8-oxo-7-((1-(trifluoromethyl)cyclopropyl)methyl)-7,8-dihydro-9H-purin-9-yl) tetrahydrofuran-2-yl)methyl acetate